1-(3-(3-((2-aminoethyl)amino)quinoxaline-6-carbonyl)-4-fluorophenyl)-3-(3,4-difluorophenyl)urea NCCNC=1C=NC2=CC=C(C=C2N1)C(=O)C=1C=C(C=CC1F)NC(=O)NC1=CC(=C(C=C1)F)F